[4-(5-bromo-3,4-dihydro-2H-quinolin-1-yl)-6-fluoro-pyrido[2,3-d]pyrimidin-2-yl]hydrazine BrC1=C2CCCN(C2=CC=C1)C=1C2=C(N=C(N1)NN)N=CC(=C2)F